(4-(azepan-1-yl)-2-((1-((dimethyl-amino)methyl)cyclopropyl)methoxy)-5,7-dihydro-6H-pyrrolo[3,4-d]pyrimidin-6-yl)(8-ethynyl-3-hydroxynaphthalen-1-yl)methanone N1(CCCCCC1)C=1C2=C(N=C(N1)OCC1(CC1)CN(C)C)CN(C2)C(=O)C2=CC(=CC1=CC=CC(=C21)C#C)O